2-(4-Aminobicyclo[2.2.1]heptan-1-yl)propan-2-ol Hydrochloride Cl.NC12CCC(CC1)(C2)C(C)(C)O